4-((1H-1,2,4-triazol-1-yl)methyl)-1-phenethyl-1H-1,2,3-triazole N1(N=CN=C1)CC=1N=NN(C1)CCC1=CC=CC=C1